(2R,3R,4R)-4-{2-[(Cyclopropylmethyl)amino]ethyl}-6-methoxy-2-(4-methylphenyl)-2,3,4,9-tetrahydro-1H-carbazol-3-amine C1(CC1)CNCC[C@H]1[C@@H]([C@H](CC=2NC3=CC=C(C=C3C12)OC)C1=CC=C(C=C1)C)N